FC=1C(=NC=CC1C(=O)N1C[C@@]2(CC1)C=C(C(C(C2)(C)C)=O)C#N)C(F)(F)F (5S)-2-[3-fluoro-2-(trifluoromethyl)pyridine-4-carbonyl]-9,9-dimethyl-8-oxo-2-azaspiro[4.5]dec-6-ene-7-carbonitrile